6-[2-(cyclopropylcarbamoyl)phenyl]sulfanyl-3-[(trans)-2-[5-[2-(diethylamino)ethyl]-2-pyridyl]vinyl]Indazole-1-carboxylic acid tert-butyl ester C(C)(C)(C)OC(=O)N1N=C(C2=CC=C(C=C12)SC1=C(C=CC=C1)C(NC1CC1)=O)\C=C\C1=NC=C(C=C1)CCN(CC)CC